ClC=1N=C(OC1C(=O)N1[C@@H](C2=C(CC1)NC=N2)C2=NN1C(C=CC=C1)=C2)C(C)O (4-chloro-2-(1-hydroxyethyl)oxazol-5-yl)((S)-4-(pyrazolo[1,5-a]pyridin-2-yl)-6,7-dihydro-1H-imidazo[4,5-c]pyridin-5(4H)-yl)methanone